N-((3-fluoropyrrolidin-3-yl)methyl)cyclopropylamine FC1(CNCC1)CNC1CC1